BrC=1C=2N(C=C(C1)C1CC1)C=C(N2)[C@@H](C)N (R)-1-(8-bromo-6-cyclopropylimidazo[1,2-a]pyridin-2-yl)ethan-1-amine